CC(CC(O)O)CC 3-methylpentane-1,1-diol